Ethyl 2-amino-5-[3-(4-bromo-2-fluorophenoxy)propyl]-1,3-thiazole-4-carboxylate NC=1SC(=C(N1)C(=O)OCC)CCCOC1=C(C=C(C=C1)Br)F